2-(2,6-dioxopiperidin-3-yl)-5-((3-(trans-3-(3-methyl-4-(quinoxalin-2-yl)-1H-pyrazol-1-yl)cyclobutyl)propyl)amino)isoindoline-1,3-dione O=C1NC(CCC1N1C(C2=CC=C(C=C2C1=O)NCCC[C@@H]1C[C@H](C1)N1N=C(C(=C1)C1=NC2=CC=CC=C2N=C1)C)=O)=O